5-(4-hexyloxy-1,2,5-thiadiazol-3-yl)-1-methyl-3,6-dihydro-2H-pyridin C(CCCCC)OC=1C(=NSN1)C1=CCCN(C1)C